[N+](=O)([O-])C=1C=CC2=C(C(NS2(=O)=O)=O)C1 5-nitro-1,1-dioxo-1,2-benzothiazol-3-one